N,N-bis(4-methoxybenzyl)-6-morpholino-3-(trifluoromethyl)imidazo[1,2-b]pyridazin-8-amine COC1=CC=C(CN(C=2C=3N(N=C(C2)N2CCOCC2)C(=CN3)C(F)(F)F)CC3=CC=C(C=C3)OC)C=C1